tert-butyl 9-(4-(6-methoxy-5-nitro-2H-indazol-2-yl) cyclohexyl)-3,9-diazaspiro[5.5]undecane-3-carboxylate COC=1C(=CC2=CN(N=C2C1)C1CCC(CC1)N1CCC2(CCN(CC2)C(=O)OC(C)(C)C)CC1)[N+](=O)[O-]